3-(9-Methyl-2,4-dioxo-1,2,3,4-tetrahydro-5H-naphtho[1,2-b][1,4]diazepin-5-yl)benzonitrile CC=1C=C2C=CC3=C(NC(CC(N3C=3C=C(C#N)C=CC3)=O)=O)C2=CC1